CN1SC(C(=C1)C)B1OC(C(O1)(C)C)(C)C 2,4-dimethyl-5-(4,4,5,5-tetramethyl-1,3,2-dioxaborolan-2-yl)thiazoleN